docosyl n-dodecanoate C(CCCCCCCCCCC)(=O)OCCCCCCCCCCCCCCCCCCCCCC